COCC(C)([O-])C.[Hf+4].COCC(C)([O-])C.COCC(C)([O-])C.COCC(C)([O-])C hafnium 1-methoxy-2-methyl-2-propanolate